ClC=1C=CC2=C(N=C(O2)C2CC3(CC(C3)NC(=O)C=3OC(=CC3)S(=O)(=N)N3CCCC3)C2)C1 N-[6-(5-chloro-1,3-benzoxazol-2-yl)spiro[3.3]heptan-2-yl]-5-(pyrrolidin-1-ylsulfonimidoyl)furan-2-carboxamide